FC1=C(C=C(C=C1)C1=CN=C2N1C(N(C=C2C)CC(=O)N2CC(CC2)F)=O)C(F)(F)F 3-(4-fluoro-3-(trifluoromethyl)phenyl)-6-(2-(3-fluoropyrrolidin-1-yl)-2-oxoethyl)-8-methylimidazo[1,2-c]pyrimidin-5(6H)-one